ClC1=C(C=CC=C1F)\C=C(/C(=O)N)\C#N (Z)-3-(2-chloro-3-fluorophenyl)2-cyanoacrylamide